2-(2-(6-fluoroquinolin-4-yl)octahydro-5H-pyrrolo[3,4-c]pyridin-5-yl)-N-phenyl-propionamide FC=1C=C2C(=CC=NC2=CC1)N1CC2CN(CCC2C1)C(C(=O)NC1=CC=CC=C1)C